FC(COC1=CC(=C2CCN(CC2=C1)C=1C=NC(=NC1)C1=NC=CC=N1)F)F 7-(2,2-difluoroethoxy)-5-fluoro-2-(2-pyrimidin-2-ylpyrimidin-5-yl)-3,4-dihydro-1H-isoquinoline